2-Chloro-5-(fluoromethoxy)-4-[[4-[1-methyl-4-(trifluoromethyl)imidazol-2-yl]phenyl]methoxy]pyrimidine ClC1=NC=C(C(=N1)OCC1=CC=C(C=C1)C=1N(C=C(N1)C(F)(F)F)C)OCF